δ-octenolactone C1(CCC=CCCCO1)=O